C(CCC)N1N=C(C=2C1=NC=NC2)C2=CC=C(C=C2)F N-Butyl-3-(4-Fluorophenyl)-1h-Pyrazolo[3,4-D]pyrimidin